(S)-N-(2-methyl-5-(2-(2-methylpyrrolidin-1-yl)acetamido)pyridin-3-yl)-2-(thiazol-5-yl)-1H-pyrrolo[2,3-b]pyridine-5-carboxamide CC1=NC=C(C=C1NC(=O)C=1C=C2C(=NC1)NC(=C2)C2=CN=CS2)NC(CN2[C@H](CCC2)C)=O